N-(2-fluoro-5-((1s,3s)-3-methyl-1-(4-methyl-4H-1,2,4-triazol-3-yl)cyclobutyl)phenyl)-6-((isobutylamino)methyl)-3-oxo-4-(2,2,2-trifluoroethyl)-3,4-dihydropyrazine-2-carboxamide FC1=C(C=C(C=C1)C1(CC(C1)C)C1=NN=CN1C)NC(=O)C1=NC(=CN(C1=O)CC(F)(F)F)CNCC(C)C